1-ethyl-3-methoxy-3,5-dimethyl-8-[[(1R)-1-[3-(1,1-difluoro-2-hydroxy-2-methyl-propyl)-2-methyl-phenyl]ethyl]amino]pyrrolo[2,3-g]phthalazin-2-one C(C)N1C(C(C=2C1=CC=1C(=NN=C(C1C2)C)N[C@H](C)C2=C(C(=CC=C2)C(C(C)(C)O)(F)F)C)(C)OC)=O